Tert-butyl 4-((4-formylphenyl)thio)piperidine-1-carboxylate C(=O)C1=CC=C(C=C1)SC1CCN(CC1)C(=O)OC(C)(C)C